The molecule is a trisaccharide composed of a beta-L-rhamnosyl residue linked (1->4) to a beta-D-glucosyl residue which is in turn linked (1->4) to beta-D-galactose. C[C@H]1[C@@H]([C@H]([C@H]([C@H](O1)O[C@@H]2[C@H](O[C@H]([C@@H]([C@H]2O)O)O[C@H]3[C@H](O[C@H]([C@@H]([C@H]3O)O)O)CO)CO)O)O)O